4-(1-(4-amino-3-methoxyphenyl)azetidin-3-yl)piperazine-1-carboxylic acid tert-butyl ester C(C)(C)(C)OC(=O)N1CCN(CC1)C1CN(C1)C1=CC(=C(C=C1)N)OC